6-Cyclopropyl-2-(2,3-dihydrobenzo[b][1,4]dioxin-6-yl)-3-oxo-2,3-dihydropyridine C1(CC1)C=1C=CC(C(N1)C1=CC2=C(OCCO2)C=C1)=O